CC(CCC1NCC=2C=CC(=NC2C1)S(=O)(=O)[O-])(C)C 7-(3,3-dimethylbutyl)-5,6,7,8-tetrahydro-1,6-naphthyridine-2-sulfonate